BrC=1C=C(C(=NC1)C(=O)N1CCOCC1)F (5-bromo-3-fluoropyridin-2-yl)(morpholin-4-yl)methanone